FC1=CC=C(C=C1)C(=CCl)CC1=C(C=CC=C1)Cl 2-(4-fluorophenyl)-3-(2-chlorophenyl)chloropropene